NC1=C(C=C(C=N1)C=1C=C2N(N1)CCC21CN(C1)C(=O)NC1(CCC1)C1=CC=CC=C1)OC(F)F 2'-[6-amino-5-(difluoromethoxy)pyridin-3-yl]-N-(1-phenylcyclobutyl)-5',6'-dihydrospiro[azetidine-3,4'-pyrrolo[1,2-b]pyrazole]-1-carboxamide